C(C)C1=C(C(=O)OC)C=CC(=C1)NC=1C=2N(C=CN1)C(=CN2)C=2C(=NNC2)SC methyl 2-ethyl-4-[[3-(3-methylsulfanyl-1H-pyrazol-4-yl)imidazo[1,2-a]pyrazin-8-yl]amino]benzoate